C(C)OCCNC(=O)C1CN(C1)C1=CC(=C2C(C(=CN(C2=N1)C1=NC(=NS1)C1=CC=CC=C1)C(=O)O)=O)C 7-{3-[(2-ethoxyethyl)carbamoyl]azetidin-1-yl}-5-methyl-4-oxo-1-(3-phenyl-1,2,4-thiadiazol-5-yl)-1,4-dihydro-1,8-naphthyridine-3-carboxylic acid